O[C@@H]1[C@@H](COC1)N1N(C(CC=C1C1=CC=C(C=C1)OCC(F)(F)F)=O)C=1C=NN(C1)C N-[(cis)-4-Hydroxytetrahydrofuran-3-yl]-2-(1-methyl-1H-pyrazol-4-yl)-3-oxo-6-[4-(trifluoroethoxy)phenyl]-2,3-dihydropyridazine